3-pentoxy-N,N-dipentylpropanamide C(CCCC)OCCC(=O)N(CCCCC)CCCCC